Cl.ClC1=CC(=C(COC2=CC=CC(=N2)C=2CCNCC2)C=C1)F 6-((4-chloro-2-fluorobenzyl)oxy)-1',2',3',6'-tetrahydro-2,4'-bipyridin HCl salt